C1(=CC=CC=C1)C1=CN=C(S1)N 5-phenylthiazol-2-amine